The molecule is a 7Fe-V-9S-X-homocitryl cluster, the structure of which is assumed to be analogous to the 7Fe-Mo-9S-X-homocitryl cluster. The identity of the X atom is not known, possibly carbon or oxygen. It has a role as a cofactor. C(CC(CC(=O)[O-])(C(=O)O)O)C(=O)[O-].[NH2-].[SH-].[SH-].[SH-].[SH-].[SH-].[SH-].[SH-].[SH-].[SH-].[V].[Fe].[Fe].[Fe].[Fe].[Fe].[Fe].[Fe]